FCCCN1C[C@H](CC1)OC1=CC=C(C=C1)C1=C(CCC=2C=CC(=CC12)O)C=1C=C2C=CNC2=CC1 8-[4-[(3S)-1-(3-Fluoropropyl)pyrrolidin-3-yl]oxyphenyl]-7-(1H-indol-5-yl)-5,6-dihydronaphthalin-2-ol